dihydro-1H,3H-spiro[benzo[e]pyrrolo[1,2-a][1,4]diazepine-2,1'-cyclopropane]-10(5H)-carboxylate C12(CC1)CC=1N(CC3C(N(C1)C(=O)[O-])=CC=CC3)C2